N-(4-(2-(2-Amino-5-fluorophenyl)-3H-imidazo[4,5-b]pyridin-7-yl)-2-fluorobenzyl)-3-(tert-butyl)-1,2,4-oxadiazole-5-carboxamide NC1=C(C=C(C=C1)F)C1=NC=2C(=NC=CC2C2=CC(=C(CNC(=O)C3=NC(=NO3)C(C)(C)C)C=C2)F)N1